(Z)-5-((3'-ethoxy-4'-(3-(4-methoxybenzyl)-7-oxo-6,7-dihydro-3H-[1,2,3]triazolo[4,5-d]pyrimidin-5-yl)-[1,1'-biphenyl]-3-yl)methylene)-2-thioxooxazolidin-4-one C(C)OC=1C=C(C=CC1C=1NC(C2=C(N1)N(N=N2)CC2=CC=C(C=C2)OC)=O)C2=CC(=CC=C2)\C=C/2\C(NC(O2)=S)=O